N[C@H]1C[C@H](C1)C[O-] ((cis)-3-aminocyclobutyl)methanolate